3,3'-(phenylmethylene)bis[benzaldehyde] C1(=CC=CC=C1)C(C=1C=C(C=O)C=CC1)C=1C=C(C=O)C=CC1